FC(C1=NC=NC=C1N1C[C@@H](CC1)CN1C[C@@H](C([C@@H](C1)OCC1=CC=CC=C1)OCC1=CC=CC=C1)OCC1=CC=CC=C1)(F)F 4-(trifluoromethyl)-5-((S)-3-(((3S,4S,5R)-3,4,5-tris(benzyloxy)piperidin-1-yl)methyl)pyrrolidin-1-yl)pyrimidine